C(C1=CC=CC=C1)(C1=CC=CC=C1)=N[C@H](C(=O)OCC)[C@H](CC(=C)C)C ethyl (2S,3S)-2-(benzhydrylideneamino)-3,5-dimethyl-hex-5-enoate